2-amino-N-(1-(1-imino-8-((1-methyl-1H-pyrazol-4-yl)ethynyl)-1-oxo-2-phenyl-2H-benzo[e][1,2]thiazin-3-yl)ethyl)pyrazolo[1,5-a]pyrimidine-3-carboxamide NC1=NN2C(N=CC=C2)=C1C(=O)NC(C)C=1N(S(C2=C(C1)C=CC=C2C#CC=2C=NN(C2)C)(=O)=N)C2=CC=CC=C2